[I-].OCCNC/1=C(CCC\C1=C/C=C/1\C(C2=CC=CC=C2C1C)(C)C)/C=C/C1=[N+](C2=CC=CC=C2C1(C)C)C 2-((E)-2-((E)-2-((2-hydroxyethyl)amino)-3-(2-((Z)-1,1,3-trimethyl-1,3-dihydro-2H-inden-2-ylidene)ethylidene)cyclohex-1-en-1-yl)vinyl)-1,3,3-trimethyl-3H-indol-1-ium iodide